butyl α-vinyloxymethylacrylate C(=C)OCC(C(=O)OCCCC)=C